C(#N)C1=CC=C(CNC(=O)C2=CC=3C(=C(N=NC3)OCC3(CC3)S(NCC=3C=NC=CC3)(=O)=O)N(C2=O)C)C=C1 N-(4-cyanobenzyl)-1-methyl-2-oxo-8-((1-(N-(pyridin-3-ylmethyl)sulfamoyl)cyclopropyl)methoxy)-1,2-dihydropyrido[2,3-d]pyridazine-3-carboxamide